N-[3-(4-amino-7-methyl-7H-pyrrolo[2,3-d]pyrimidin-5-yl)-2-chloro-phenyl]-3-chloro-4-methoxy-benzenesulfonamide NC=1C2=C(N=CN1)N(C=C2C=2C(=C(C=CC2)NS(=O)(=O)C2=CC(=C(C=C2)OC)Cl)Cl)C